C1(CCCC1)C1=NOC(=N1)N1CCN(CC1)C=1SC2=C(C(N1)=O)C=C(C(=C2[N+](=O)[O-])C)C(F)(F)F 2-(4-(3-cyclopentyl-1,2,4-oxadiazol-5-yl)piperazin-1-yl)-7-methyl-8-nitro-6-(trifluoromethyl)-4H-benzo[e][1,3]thiazin-4-one